5-(2-methyl-1,2,3,4-tetrahydroisoquinolin-6-yl)-1H-pyrrolo[2,3-b]pyridine CN1CC2=CC=C(C=C2CC1)C=1C=C2C(=NC1)NC=C2